C(C)(C)N1CC2=C(CC1)N=C(S2)C2=NNC(=C2C(C)C)C=2C=C(C=1N(C2)N=CN1)OC 5-isopropyl-2-(4-isopropyl-5-(8-methoxy-[1,2,4]triazolo[1,5-a]pyridin-6-yl)-1H-pyrazol-3-yl)-4,5,6,7-tetrahydrothiazolo[5,4-c]pyridine